1,2-diethylpyrazolidine-3,5-dione C(C)N1N(C(CC1=O)=O)CC